1,3-dihydro-4-methyl-5-(4-nitrobenzoyl)-2H-imidazol-2-one CC=1NC(NC1C(C1=CC=C(C=C1)[N+](=O)[O-])=O)=O